CS(=O)(=O)OCC1=CC(=CC(=N1)C(=O)OC)C#CC1=CC=C(C=C1)CCCCCCCC methyl 6-(((methyl-sulfonyl)oxy)methyl)-4-((4-octylphenyl) ethynyl)picolinate